COC(=O)C=1C=CC2=C(CC(S2=O)=N)C1C(=O)OC(C)(C)C 4-Boc-imino-1-oxo-2,3-dihydrobenzothiophene-5-carboxylic acid methyl ester